(±)-(cis)-3-fluoro-4-hydroxypiperidine-1-carboxylic acid tert-butyl ester C(C)(C)(C)OC(=O)N1C[C@H]([C@H](CC1)O)F |r|